(5α)-4,5-epoxy-3,14-dihydroxy-17-(2-propen-1-yl)-morphinan-6-one, monohydrochloride Cl.OC=1C=CC=2C[C@@H]3[C@@]4(CCC([C@H]5[C@@]4(C2C1O5)CCN3CC=C)=O)O